methyl 2-benzyl-8-((1-propyl-1H-pyrrolo[2,3-b]pyridin-3-yl)methyl)-2,8-diazaspiro[4.5]decane-4-carboxylate C(C1=CC=CC=C1)N1CC2(C(C1)C(=O)OC)CCN(CC2)CC2=CN(C1=NC=CC=C12)CCC